C1(CC1)C=1C(=CC=2N(C1)C(=CN2)C2=CC=CC(=N2)N[C@H]2CN(C[C@@H]2F)C(=O)OC(C)(C)C)OCC tert-butyl (3S,4S)-3-[[6-(6-cyclopropyl-7-ethoxy-imidazo[1,2-a]pyridin-3-yl)-2-pyridyl]amino]-4-fluoro-pyrrolidine-1-carboxylate